C12CCCCC(ON1C(=O)C1=CC=CC=C1)C=C2 (7-oxa-8-azabicyclo[4.2.2]dec-9-en-8-yl)(phenyl)methanone